rac-(1R,2S,4S,6S)-6-((2-amino-7-(1H-pyrazol-5-yl)quinazolin-4-yl)amino)bicyclo[2.2.1]heptan-2-ol NC1=NC2=CC(=CC=C2C(=N1)N[C@H]1C[C@H]2C[C@@H]([C@@H]1C2)O)C2=CC=NN2 |r|